N-[6-chloro-2-[4-(hydroxymethyl)cyclohexyl]indazol-5-yl]-6-(trifluoromethyl)pyrazine-2-carboxamide ClC=1C(=CC2=CN(N=C2C1)C1CCC(CC1)CO)NC(=O)C1=NC(=CN=C1)C(F)(F)F